4-(furo[3,2-c]pyridin-4-yl)-N-[1-(4-methoxypyrimidin-2-yl)piperidin-4-yl]benzamide O1C=CC=2C(=NC=CC21)C2=CC=C(C(=O)NC1CCN(CC1)C1=NC=CC(=N1)OC)C=C2